P(=O)(OCCCC)(OCC1=CC=CC=C1)OCC1=CC=CC=C1 butyl dibenzyl phosphate